N-(4-(((8-(1-(difluoromethyl)-1H-pyrazol-4-yl)-2-((tetrahydro-2H-pyran-4-yl)amino)pyrazolo[1,5-a][1,3,5]triazin-4-yl)amino)methyl)phenyl)propanamide FC(N1N=CC(=C1)C=1C=NN2C1N=C(N=C2NCC2=CC=C(C=C2)NC(CC)=O)NC2CCOCC2)F